OC1=C(C=C(C=C1)CN1[C@H](COCC1)C(=O)N[C@@H](C)C1=CC=C(C(=O)O)C=C1)C1=CC=C(C=C1)S(N)(=O)=O 4-[(1S)-1-[[(3R)-4-[[4-hydroxy-3-(4-sulfamoylphenyl)phenyl]methyl]morpholine-3-carbonyl]amino]ethyl]benzoic acid